F[C@@]1(CN(CC[C@@H]1OC)C1=NC=CC(=N1)NC=1N=CC2=C(N=CC(=C2C1)C(C)C)N1CCC12CN(C2)C)C N-(2-((3R,4S)-3-fluoro-4-methoxy-3-methylpiperidin-1-yl)pyrimidin-4-yl)-5-isopropyl-8-(6-methyl-1,6-diazaspiro[3.3]heptan-1-yl)-2,7-naphthyridin-3-amine